FC(C=1C=C(C=C(C1)C(F)(F)F)[B-](C1=CC(=CC(=C1)C(F)(F)F)C(F)(F)F)(C1=CC(=CC(=C1)C(F)(F)F)C(F)(F)F)C1=CC(=CC(=C1)C(F)(F)F)C(F)(F)F)(F)F.C(C)(C)(C)[NH+](C(C)(C)C)C(C)(C)C tri(tert-butyl)ammonium tetrakis(3,5-di(trifluoromethyl)phenyl)borate